C(C)S(=O)(=O)C=1C=C(C=NC1N1CC2=C(C1=O)C=C(S2)C(F)(F)F)C2(CC2)C#N 1-[5-ethylsulfonyl-6-[4-oxo-2-(trifluoromethyl)-6H-thieno[2,3-c]pyrrol-5-yl]-3-pyridyl]cyclopropanecarbonitrile